CS(=O)(=O)C=1C=C(C=CC1)[C@@H](C1CCN(CC1)C(=O)C=1C=CC2=C(NC(CO2)=O)C1)C1=CC=CC=C1 |o1:10| 6-[4-[(S or R)-(3-methylsulfonylphenyl)-phenyl-methyl]piperidine-1-carbonyl]-4H-1,4-benzoxazin-3-one